(2,4-dicarbonyl-2H-benzo[e][1,3]-oxazin-3(4H)-yl)octanoic acid ethyl ester C(C)OC(C(CCCCCC)N1C(OC2=C(C1=C=O)C=CC=C2)=C=O)=O